C(#N)C1=C(C=CC(=C1)C(=O)C1=CC=C2C(=CC=CN12)C1=C(C2=C(N(C=N2)C)C=C1C)C=1C=NC=CC1)NC(\C=C\CNC1CCC(CC1)OC)=O (E)-N-(2-cyano-4-(8-(1,6-dimethyl-4-(pyridin-3-yl)-1H-benzo[d]imidazol-5-yl)indolizine-3-carbonyl)phenyl)-4-(((1r,4r)-4-methoxycyclohexyl)amino)but-2-enamide